COC1=CC2=C(C=C(O2)CCN(C)CC)C=C1 6-methoxy-N-ethyl-N-methylaminoethyl-Benzofuran